6-(2-(4'-(difluoromethyl)-[1,1'-biphenyl]-3-yl)-2-hydroxyacetyl)-2-(1-phenylcyclopropyl)-5,6,7,8-tetrahydropyrido[4,3-d]pyrimidin-4(3H)-one FC(C1=CC=C(C=C1)C1=CC(=CC=C1)C(C(=O)N1CC2=C(N=C(NC2=O)C2(CC2)C2=CC=CC=C2)CC1)O)F